C(C)(C)(C=1OC2C(N1)C=1C=CC=CC1C2)C=2OC1C(N2)C=2C=CC=CC2C1 2,2'-isopropylidenebis[3A,8A-dihydro-8H-indeno[1,2-D]oxazole]